O=C1N(C2=CC=CC=C2C(N1CCC1=NC=CC=C1)=O)CC1=CC=C(C(=O)NO)C=C1 4-((2,4-dioxo-3-(2-(pyridin-2-yl)ethyl)-3,4-dihydroquinazolin-1(2H)-yl)methyl)-N-hydroxybenzamide